CC=1C(=CC(=NC1)C1=CC=CC=C1)C1=CC=CC=C1 5-methyl-2,4-diphenylpyridine